rac-tert-Butyl 2'-fluoro-4'-methoxy-5'-(((1R,2R,3S,4S)-3-((3-((trifluoromethyl)sulfonyl)phenyl)carbamoyl)bicyclo[2.2.1]hept-5-en-2-yl)carbamoyl)-[1,1'-biphenyl]-4-carboxylate FC1=C(C=C(C(=C1)OC)C(N[C@@H]1[C@H]2C=C[C@@H]([C@@H]1C(NC1=CC(=CC=C1)S(=O)(=O)C(F)(F)F)=O)C2)=O)C2=CC=C(C=C2)C(=O)OC(C)(C)C |r|